C(CCCCCCCCCCCCCC)C(=O)O 1-Pentadecanecarboxylic acid